[2-(2-aminophenyl) phenyl] butyrate C(CCC)(=O)OC1=C(C=CC=C1)C1=C(C=CC=C1)N